FC=1C(=NC(=NC1)N1C[C@H](N([C@@H](C1)C)C)C)N1CC(C1)C(=O)NC(C)(C)C1=CN=C2N1C=CC=C2 1-{5-fluoro-2-[(3R,5R)-3,4,5-trimethylpiperazin-1-yl]pyrimidin-4-yl}-N-(2-{imidazo[1,2-a]pyridin-3-yl}propan-2-yl)azetidine-3-carboxamide